CC=1C(=NC=CC1)NC=1SC=CN1 [(3-methyl-2-pyridyl)amino]thiazol